N-elaidyl-erucyl-behenamide trans-11-tetradecenyl-acetate C(CCCCCCCCC\C=C\CC)CC(=O)O.C(CCCCCCC\C=C\CCCCCCCC)NC(C(CCCCCCCCCCCCCCCCCCCC)CCCCCCCCCCCC\C=C/CCCCCCCC)=O